(3ar,5r,6as)-5-aminocyclopenta[c]pyrrole-2(1H)-carboxylic acid tert-butyl ester C(C)(C)(C)OC(=O)N1CC=2C(=C1)C=C(C2)N